ClC=1C=C2C(=CN1)N(C(=C2)C=2C=C(C=NC2OC)NC(OC(C)(C)C)=O)C tert-butyl N-(5-[5-chloro-1-methylpyrrolo[2,3-c]pyridin-2-yl]-6-methoxypyridin-3-yl)carbamate